BrCCOCC(O[Si](CC)(CC)CC)OCC (2-(2-bromoethoxy)-1-ethoxyethoxy)triethylsilane